6-[4-[[2-(3-Hydroxyphenyl)phenyl]methyl]piperazin-1-yl]pyridazine OC=1C=C(C=CC1)C1=C(C=CC=C1)CN1CCN(CC1)C1=CC=CN=N1